(2-methyl-4-((tetrahydro-2H-pyran-4-yl)oxy)phenyl)-4-oxo-4,5-dihydro-3H-1-thia-3,5,8-triazaacenaphthylene-2-carboxamide CC1=C(C=CC(=C1)OC1CCOCC1)N1C2=C(SC=3N=CC=C(NC1=O)C32)C(=O)N